O[C@@H](C(=O)O)C.OC1=C(C=C(C=C1)C)C(=O)C1=CC=CC=C1 (2-hydroxy-5-methylphenyl)(phenyl)methanone (2R)-2-hydroxypropionate